2-(dimethylamino)acetic acid HCl salt Cl.CN(CC(=O)O)C